ClC1=C(C=C(C=C1)F)C1NC(C2=C1C(=CC1=C(N(N=C21)C)CC(F)F)N2S(C1=C(C2C(=O)N)C=CC(=C1)F)(=O)=O)=O (6-(2-chloro-5-fluorophenyl)-3-(2,2-difluoroethyl)-2-methyl-8-oxo-2,6,7,8-tetrahydropyrrolo[3,4-g]indazol-5-yl)-6-fluoro-2,3-dihydrobenzo[d]isothiazole-3-carboxamide 1,1-dioxide